cis-N-(4-chloro-3-((1R,2R)-2-cyanocyclopentyl)phenyl)-3-methyl-6-azabicyclo[3.1.1]heptane-6-carboxamide ClC1=C(C=C(C=C1)NC(=O)N1C2CC(CC1C2)C)[C@H]2[C@@H](CCC2)C#N